tetra-vinyl-tetramethylcyclotetrasiloxane C(=C)[Si]1(O[Si](O[Si](O[Si](O1)(C)C=C)(C)C=C)(C)C=C)C